1-(4-chloro-2-fluorophenyl)propane-1,3-diol ClC1=CC(=C(C=C1)C(CCO)O)F